C(C)C1=CC=C(C=C1)OC(OC1=CC=C(C=C1)CC)=O di-(4-ethylphenyl)-carbonate